ClC=1C(NC(=CN1)SC1=C(C(=CC=C1)Cl)Cl)=O 3-chloro-6-((2,3-dichlorophenyl)thio)pyrazin-2(1H)-one